tert-Butyl 3-[[6-[2-(tert-butoxycarbonylamino)-3-cyano-7-fluoro-thieno[3,2-c]pyridin-4-yl]-5-fluoro-7,9-dihydrofuro[3,4-f]quinazolin-3-yl]oxymethyl]-3-fluoro-azetidine-1-carboxylate C(C)(C)(C)OC(=O)NC1=C(C=2C(=NC=C(C2S1)F)C=1C2=C(C=3C=NC(=NC3C1F)OCC1(CN(C1)C(=O)OC(C)(C)C)F)COC2)C#N